4-bromo-n-butanoic acid BrCCCC(=O)O